C1(CC1)C=1SC=C2C1CC(CC2)NC(OC(C)(C)C)=O tert-butyl N-(3-cyclopropyl-4,5,6,7-tetrahydro-2-benzothiophen-5-yl)carbamate